C(C)C(COC(C1=CC=C(C(=O)OCC(CCCC)CC)C=C1)=O)CCCC Di-(2-ethylhexyl)-terephthalat